6-(((4-(4-(trifluoromethyl)phenyl)phthalazin-1-yl)amino)methyl)-4-oxaspiro[2.4]heptan-6-ol FC(C1=CC=C(C=C1)C1=NN=C(C2=CC=CC=C12)NCC1(COC2(CC2)C1)O)(F)F